(E)-methyl 4-(4-(2-(2-(2-(tosyloxy)ethoxy)ethoxy) ethoxy)piperidin-1-yl)but-2-enoate S(=O)(=O)(C1=CC=C(C)C=C1)OCCOCCOCCOC1CCN(CC1)C/C=C/C(=O)OC